C(C)(=O)NC=1C=NC(=NC1)C=1C(=C(C=CC1)NC1=CNN(C(=C1)Cl)C)OC 4-((3-(5-acetamidopyrimidin-2-yl)-2-methoxyphenyl)amino)-6-chloro-N-methylpyridazine